FC(C1=NNC=C1[N+](=O)[O-])F 3-(difluoromethyl)-4-nitro-1H-pyrazol